tert-butyl 4-(4-bromo-3-methylphenyl)-3,6-dihydropyridine-1(2H)-carboxylate BrC1=C(C=C(C=C1)C=1CCN(CC1)C(=O)OC(C)(C)C)C